ClC1=CC=C2C(=CC(=NC2=C1Cl)N1CC(CCC1)CP(O)(O)=O)N1C=NC=C1 (1-(7,8-dichloro-4-(1H-imidazol-1-yl)quinolin-2-yl)piperidin-3-yl)methylphosphonic acid